FC1=CC=C(C=C1)N1CCN(CC1)CC[C@@H]1OC(C2(C1)CCN(CC2)C(CN2CCOCC2)=O)=O (R)-3-(2-(4-(4-fluorophenyl)piperazin-1-yl)ethyl)-8-(2-morpholinoacetyl)-2-oxa-8-azaspiro[4.5]decan-1-one